FC1=CC=C(OC2=CC=C(C(=O)NCC(=O)N3CC4(OCCO4)CC3C(=O)N)C=C2)C=C1 7-((4-(4-fluorophenoxy)benzoyl)glycyl)-1,4-dioxa-7-azaspiro[4.4]nonane-8-carboxamide